C(#N)C1(C(CNC1C1=CC=CC=C1)C1CCCCC1)C#N 4,4-dicyano-3-cyclohexyl-5-phenyl-pyrrolidine